ClC=1C=NC(=NC1)NC1=C(C=C2CCN(CC2=C1)C(C)C)OC 5-Chloro-2-((2-isopropyl-6-methoxy-1,2,3,4-tetrahydroisoquinolin-7-yl)amino)pyrimidin